tert-butyl (S)-((7-carbamoyl-5-(2,4-difluorophenyl)-3,4-dihydro-2H-pyrano[2,3-b]pyridin-2-yl)methyl)(2,2,2-trifluoroethyl)carbamate C(N)(=O)C1=CC(=C2C(=N1)O[C@@H](CC2)CN(C(OC(C)(C)C)=O)CC(F)(F)F)C2=C(C=C(C=C2)F)F